ClC=1C(=NC=CN1)CC1=C(C(=C(C(=O)N)C=C1)F)C ((3-chloropyrazin-2-yl)methyl)-2-fluoro-3-methylbenzamide